BrC1=NC(=C(C=C1Br)N1N=CC=C1)C 2,3-Dibromo-6-methyl-5-(1H-pyrazol-1-yl)pyridine